CNC1CCCCC1 The molecule is a secondary aliphatic amine having methyl and cyclohexyl as the two alkyl groups. It has a role as a human xenobiotic metabolite.